5'-guanosinic acid dipotassium orthophosphate P(=O)([O-])([O-])O.[K+].[K+].[C@@H]1([C@H](O)[C@H](O)[C@@H](C(O)C(=O)O)O1)N1C=NC=2C(=O)NC(N)=NC12